methyl 2-(4-(4-benzylpiperazin-1-yl) bicyclo[2.2.2]octan-1-yl)-2H-indazole-6-carboxylate C(C1=CC=CC=C1)N1CCN(CC1)C12CCC(CC1)(CC2)N2N=C1C=C(C=CC1=C2)C(=O)OC